(2-oxaspiro(3.3)hept-6-yl)methanol C1OCC12CC(C2)CO